NCCCCCCCC(=O)O 8-Aminocaprylic acid